carbamimidoyl-carbamic acid 3-[6-(3-ethylazetidin-1-yl)-5-fluoropyridin-3-yl]-2-fluorobenzyl ester C(C)C1CN(C1)C1=C(C=C(C=N1)C=1C(=C(COC(NC(N)=N)=O)C=CC1)F)F